R-3-hydroxy-hexanoyl-CoA O[C@@H](CC(=O)SCCNC(CCNC([C@@H](C(COP(OP(OC[C@@H]1[C@H]([C@H]([C@@H](O1)N1C=NC=2C(N)=NC=NC12)O)OP(=O)(O)O)(=O)O)(=O)O)(C)C)O)=O)=O)CCC